NC(C(C(CCCCNC(OCC1=CC=CC=C1)=O)NC(=O)[C@H]1N(C[C@H](C1)N1N=NC=C1C(C)(C)O)C([C@@H](CC1CCCCC1)NC(C1=CC=C(C=C1)OC)=O)=O)=O)=O Benzyl (7-amino-5-((2S,4S)-1-((R)-3-cyclohexyl-2-(4-methoxybenzamido)propanoyl)-4-(5-(2-hydroxypropan-2-yl)-1H-1,2,3-triazol-1-yl)pyrrolidin-2-carboxamido)-6,7-dioxoheptyl)carbamat